C1(CCCC1)NC=1C=C(C=CC1)O N-cyclopentyl-3-aminophenol